(6-chloro-2-ethylpyrimidin-4-yl)-(4-(3,4-dihydroisoquinolin-2(1H)-yl)piperidin-1-yl)methanone ClC1=CC(=NC(=N1)CC)C(=O)N1CCC(CC1)N1CC2=CC=CC=C2CC1